4-butoxy-N-hydroxy-3-(trifluoromethyl)benzimidamide C(CCC)OC1=C(C=C(C(NO)=N)C=C1)C(F)(F)F